Octylmethyltetrasiloxane C(CCCCCCC)[SiH](O[SiH2]O[SiH2]O[SiH3])C